COC1=C(CN2CC3=C(C2)C(=C(S3)C(=O)OC)C)C=CC(=C1)OC methyl 5-(2,4-dimethoxybenzyl)-3-methyl-5,6-dihydro-4H-thieno[2,3-c]pyrrole-2-carboxylate